O[C@H](CN1C[C@@H]([C@H](CC1)NC(=O)C1=CC(=CC=2N(C=NC21)CC(F)(F)F)C#CCNC=2C(OC)=CC=C(C2)S(=O)(=O)C)C)C N-{(3S,4S)-1-[(S)-2-hydroxypropyl]-3-methyl-4-piperidyl}-6-[3-(4-mesyl-2-anisidino)-1-propynyl]-1-(2,2,2-trifluoroethyl)-1H-1,3-benzimidazole-4-carboxamide